Cl.C(C)OC(C[C@H](C)N)=O (S)-3-aminobutyric acid ethyl ester hydrochloride